(3S)-3-(4-Hydroxy-phenyl)-hex-4-ynoic Acid methyl ester COC(C[C@H](C#CC)C1=CC=C(C=C1)O)=O